4-[4-(4-bromo-3-fluoro-phenylcarbamoyl)-2-fluoro-phenyl]-piperazine-1-carboxylic acid tert-butyl ester C(C)(C)(C)OC(=O)N1CCN(CC1)C1=C(C=C(C=C1)C(NC1=CC(=C(C=C1)Br)F)=O)F